tert-butyl (tert-butoxycarbonyl)(3-ethyl-5-nitropyridin-2-yl)carbamate C(C)(C)(C)OC(=O)N(C(OC(C)(C)C)=O)C1=NC=C(C=C1CC)[N+](=O)[O-]